8'-((3S,5R)-4-acryloyl-3,5-dimethylpiperazin-1-yl)-11'-(4-fluorophenyl)-10'-(trifluoromethyl)-2'H,4'H,6'H-spiro[oxetane-3,3'-[1,4]thiazepino[2,3,4-ij]quinazolin]-6'-one C(C=C)(=O)N1[C@H](CN(C[C@H]1C)C1=NC(N2C3=C(C(=C(C=C13)C(F)(F)F)C1=CC=C(C=C1)F)SCC1(C2)COC1)=O)C